N1(N=CC=C1)C1=CC=C(C#N)C=C1 4-(1-pyrazolyl)benzonitrile